C[C@H]1O[C@H](C=C(C1)C1=CC=C(C=C1)NC(OC(C)(C)C)=O)C tert-butyl (4-((2R,6S)-2,6-dimethyl-3,6-dihydro-2H-pyran-4-yl)phenyl)carbamate